O1C(CCCC1)ON O-(Tetrahydro-2H-pyran-2-yl)hydroxyamine